FC(C=1C=CC(=NC1)C(C)O)(F)F (5-(trifluoromethyl)pyridin-2-yl)ethan-1-ol